4-(aminomethyl)-3-fluorobenzenesulfonamide NCC1=C(C=C(C=C1)S(=O)(=O)N)F